COC(C)(C)C1CN(CCC1)C(=O)OC(C)(C)C tert-Butyl 3-(1-methoxy-1-methyl-ethyl)piperidine-1-carboxylate